octynyl alcohol C(#CCCCCCC)O